Cl[SiH]1CC[Si](CC1)(CCC)Cl 1,4-dichloro-4-propyl-1,4-disilacyclohexane